S1C(=NC=C1)C(C)(C#C)O 2-(Thiazol-2-yl)but-3-yn-2-ol